tert-butyl (3R)-4-(5-cyano-6-oxo-1-(tetrahydro-2H-pyran-2-yl)-1,6-dihydropyridazin-4-yl)-3-methylpiperazine-1-carboxylate C(#N)C1=C(C=NN(C1=O)C1OCCCC1)N1[C@@H](CN(CC1)C(=O)OC(C)(C)C)C